P(OC)([O-])([O-])=O methyl phosphorate